[N+](=O)([O-])C1=CN(C=C1)CC(=O)N 2-(3-nitro-1H-pyrrol-1-yl)acetamide